F[C@H]1C[C@H](N2N=C(N=C21)C(=O)[C@@]21COC[C@H]1C2)C2=CC=CC=C2 |r| [rac-(5S,7S)-7-Fluoro-5-phenyl-6,7-dihydro-5H-pyrrolo[1,2-b][1,2,4]triazol-2-yl]-[rac-(1S,5S)-3-oxabicyclo[3.1.0]hexan-1-yl]methanon